C(=C)OC1=CC=C(C=C1)C=1OCCN1 2-(4-(vinyloxy)phenyl)-4,5-dihydrooxazole